2,5-dimethyl-2,5-di(tert-butylperoxy)hexaneN CC(C)(C=CC(C)(OOC(C)(C)C)C)OOC(C)(C)C